2-chloro-6-(1-isopropyl-1H-tetrazol-5-yl)pyridine ClC1=NC(=CC=C1)C1=NN=NN1C(C)C